(R)-3-(2,4-difluorophenyl)-10-ethyl-l-1-methoxy-2,3,4,4a,5,6-hexahydro-1H,14H-pyrazino[1',2':5,6][1,5]oxazocino[2,3-g]quinoline FC1=C(C=CC(=C1)F)N1CC2N(CC3=C(C=C4C=C(C=NC4=C3)CC)OCC2)[C@@H](C1)OC